C(C)O[C@@H](CN1C(N(C(C2=C1SC(=C2C)C=2OC=CN2)=O)C(C(=O)O)(C)C)=O)C2=C(C=CC=C2)OC 2-[1-[(2R)-2-ethoxy-2-(2-methoxyphenyl)ethyl]-5-methyl-6-(1,3-oxazol-2-yl)-2,4-dioxo-1H,2H,3H,4H-thieno[2,3-d]pyrimidin-3-yl]-2-methylpropionic acid